ClC1=CC2=C(N(C(N=C2N2[C@@H](CN(CC2)C(C=C)=O)C(F)F)=O)C=2C(=NC=CC2C)C(C)C)N=C1C1=C(C=CC=C1)F (M)-6-chloro-4-((2S)-2-(difluoromethyl)-4-(2-propenoyl)-1-piperazinyl)-7-(2-fluorophenyl)-1-(4-methyl-2-(2-propanyl)-3-pyridinyl)pyrido[2,3-d]pyrimidin-2(1H)-one